N=1NC=C2C1CN(C2)C(=O)OC(C)(C)C Tert-butyl 2,4,5,6-tetrahydropyrrolo[4,3-c]pyrazole-5-carboxylate